FC(C1=CC=C(C=C1)C1=CC=CC=C1)(F)F 4'-(trifluoromethyl)biphenyl